9-(4-[18F]-fluoro-3-hydroxymethylbutyl)guanine [18F]CC(CCN1C=2N=C(NC(C2N=C1)=O)N)CO